6-(2,6-dichloro-3,5-dimethoxyphenyl)-N-(4-(3,3-difluoropyrrolidin-1-yl)butyl)-2-(methylthio)pyrido[3,4-d]pyrimidine-8-amine ClC1=C(C(=C(C=C1OC)OC)Cl)C1=CC2=C(N=C(N=C2)SC)C(=N1)NCCCCN1CC(CC1)(F)F